CN(CCN(CCN(CCCN)C)C)C N1-[2-[[2-(dimethylamino)ethyl]methylamino]ethyl]-N1-methyl-1,3-propanediamine